bis(4-hydroxy-2,3,5-trimethylphenyl)methane OC1=C(C(=C(C=C1C)CC1=C(C(=C(C(=C1)C)O)C)C)C)C